COC=1C(=NC(=NC1)N)NC1=NNC(=C1)C methoxy-N4-(5-methyl-1H-pyrazol-3-yl)pyrimidine-2,4-diamine